5-(2,6-difluorophenyl)-3,7-dimethyl-9-(tetrahydro-2H-pyran-4-yl)-1,6-dihydropyrazolo[4,3-d]pyrido[4,3-f][1,3]diazepine FC1=C(C(=CC=C1)F)C=1NC2=C(C3=C(N1)C(=NN3)C)C=C(N=C2C)C2CCOCC2